C(C)(C)(C)OC(=O)N1[C@H]2CC(C[C@@H]1CC2)NC2=C1C=CC(=NC1=CC(=N2)Cl)CN2CCOCC2 (1R,3S,5S)-3-((7-chloro-2-(morpholinylmethyl)-1,6-naphthyridin-5-yl)amino)-8-azabicyclo[3.2.1]octane-8-carboxylic acid tert-butyl ester